N1N=CC(=C1)C=C1CCN2C1=NC=1C(=CC(=CC1C2=O)F)C(C)=O 3-((1H-pyrazol-4-yl)methylene)-5-acetyl-7-fluoro-2,3-dihydropyrrolo[2,1-b]quinazolin-9(1H)-one